2-[[1-(2-fluorobenzoyl)piperidin-4-yl]methyl]-6-pyrazol-1-ylpyridazin-3-one FC1=C(C(=O)N2CCC(CC2)CN2N=C(C=CC2=O)N2N=CC=C2)C=CC=C1